ClC=1C=NC(=C(C(=O)NC2CCC(CC2)CN2C(N(C3=C2C=CC=C3)C=3C=CC2=C(N(C(O2)=O)C)C3)=O)C1)C 5-chloro-2-methyl-N-((1r,4r)-4-((3-(3-methyl-2-oxo-2,3-dihydrobenzo[d]oxazol-5-yl)-2-oxo-2,3-dihydro-1H-benzo[d]imidazol-1-yl)methyl)cyclohexyl)nicotinamide